2-((5-bromopyridin-2-yl)methyl)pyrimidine BrC=1C=CC(=NC1)CC1=NC=CC=N1